(S)-N-((2R,3R)-1-((tert-butyldimethylsilyl)oxy)-2-(4-chloro-2-(methylthio)pyrimidin-5-yl)-2-methylhex-5-en-3-yl)-2-methylpropane-2-sulfinamide [Si](C)(C)(C(C)(C)C)OC[C@]([C@@H](CC=C)N[S@@](=O)C(C)(C)C)(C)C=1C(=NC(=NC1)SC)Cl